tetraglycidylmeta-xylylenediamine C(C1CO1)N(CC1=CC(=CC=C1)CN(CC1CO1)CC1CO1)CC1CO1